C(C)(=O)OC1=CC(=C(C(=O)OC)C=C1)CBr Methyl 4-acetoxy-2-(bromomethyl)benzoate